naphtho[b]naphtho[1,2-d]furan C1=CC=CC=2C=CC3=C(C4=C(O3)C=3C=CC=CC3C=C4)C12